3-heptadecanyl-catechol C(CCCCCCCCCCCCCCCC)C1=C(C(O)=CC=C1)O